N-[2-amino-5-(4-fluorophenyl)phenyl]-2-(methylsulfonimidoyl)benzothiophene-6-carboxamide NC1=C(C=C(C=C1)C1=CC=C(C=C1)F)NC(=O)C1=CC2=C(C=C(S2)S(=O)(=N)C)C=C1